BrC1=NN(C(=C1)CC(C)C)C1=CC(=CC=C1)OC(C)C 3-Bromo-5-isobutyl-1-(3-isopropoxyphenyl)-1H-pyrazole